CO[C@@]12[C@H](CN(C1)C1=NC=3CC[C@@H](CC3C=C1)NC(=O)C1=C(C=3C(=NC(=CC3)C)S1)N)NCC2 N-[(6S)-2-[(3aR,6aS)-3a-methoxy-octahydropyrrolo[2,3-c]pyrrol-5-yl]-5,6,7,8-tetrahydroquinolin-6-yl]-3-amino-6-methylthieno[2,3-b]pyridine-2-carboxamide